5-(2,6-dichloro-4-(6-(difluoromethyl)-3,5-dioxo-4,5-dihydro-1,2,4-triazin-2(3H)-yl)phenoxy)-2-hydroxy-N-(1-(pyrrolidine-1-carbonyl)cyclopropyl)benzenesulfonamide ClC1=C(OC=2C=CC(=C(C2)S(=O)(=O)NC2(CC2)C(=O)N2CCCC2)O)C(=CC(=C1)N1N=C(C(NC1=O)=O)C(F)F)Cl